3-iodo-2-propynylbutyl carbamate C(N)(OCC(C(C)I)C#CC)=O